FC(OC1=CC=C(C=C1)N(C1=CC2=C([C@@H](CCO2)CNC=2C=NC=CC2C(=O)O)C=C1)C)F 3-([[(4R)-7-[[4-(difluoromethoxy)phenyl](methyl)-amino]-3,4-dihydro-2H-1-benzopyran-4-yl]methyl]amino)pyridine-4-carboxylic acid